CN1N=C(C(=C1)C1=CC=NC=C1)C1=CC=C(OCC2(NC3=CC=CC=C3C=C2)C(CC(=O)O)C(=O)O)C=C1 2-[4-(1-methyl-4-pyridin-4-yl-1H-pyrazol-3-yl)-phenoxymethyl]Quinolinesuccinic acid